C1(=CC=CC=C1)C1=CC=C(C=C1)S(=O)(=O)O [1,1'-biphenyl]-4'-sulfonic acid